CN(CCNC(=O)C1=CC=2C=3C=C4C(=C(C3N(C2C=C1)C)C)C=CN=C4C(C)C)C N-(2-(dimethylamino)ethyl)-1-isopropyl-5,6-dimethyl-6H-pyrido[4,3-b]carbazole-9-carboxamide